6-hydroxypyrido[3,2-c]pyridazine-3-carbonitrile OC=1C=CC=2N=NC(=CC2N1)C#N